N1C(=CC=C1)C1=CC(C2=CC=CC=C12)N(C(C)(C)C)[Ti](C)C (3-pyrrolyl-indenyl-tertiary butyl-amino)dimethyl-titanium